Dimethyl 8,8'-(1,2-phenylenebis(azanediyl))bis(8-oxooctanoate) C1(=C(C=CC=C1)NC(CCCCCCC(=O)OC)=O)NC(CCCCCCC(=O)OC)=O